2-amino-3-(2,2-difluoroethoxy)-5-(5-fluoropyridin-2-yl)benzoic acid methyl ester COC(C1=C(C(=CC(=C1)C1=NC=C(C=C1)F)OCC(F)F)N)=O